tri(trichlorosilyl)silane sodium [Na].Cl[Si](Cl)(Cl)[SiH]([Si](Cl)(Cl)Cl)[Si](Cl)(Cl)Cl